ClC=1SC(=CN1)C[N+]1=C2N(C(C(=C1)C=1C(=NOC1C)C)=O)C=CC=C2 1-((2-chlorothiazol-5-yl)methyl)-3-(3,5-dimethylisoxazol-4-yl)-4-oxo-4H-pyrido[1,2-a]pyrimidinium